C1CCNC(C1)C(=O)O DL-pipecolic acid